2-[BIS(2-HYDROXYETHYL)AMINO]ACETALDEHYDE OCCN(CC=O)CCO